FC(C1=NN(C=C1C(=O)C=1C(CCCC1O)=O)CC1=NC=CC(=C1C)OCCCOC)F 2-(3-(Difluoromethyl)-1-((4-(3-methoxypropoxy)-3-methylpyridin-2-yl)methyl)-1H-pyrazole-4-carbonyl)-3-hydroxycyclohex-2-en-1-one